CN(C=1C=C(C=2C(C3=C(C=C(C=C3N(C2C1)C)N(C)C)OC)C1=C(C=C(C=C1C)C)C)OC)C 3,6-bis(dimethylamino)-9-mesityl-1,8-dimethoxy-10-methylacridine